Dibenzyl (2R,3S,4S)-4-fluoro-3-hydroxypyrrolidine-1,2-dicarboxylate F[C@@H]1[C@H]([C@@H](N(C1)C(=O)OCC1=CC=CC=C1)C(=O)OCC1=CC=CC=C1)O